N-benzyl-3-bromo-2-fluoro-6-nitroaniline C(C1=CC=CC=C1)NC1=C(C(=CC=C1[N+](=O)[O-])Br)F